FC=1C=C(C=CC1OC1=CC=NC2=CC(=C(C=C12)OC)OCCCNCC1CC(CCC1)O)NC(=O)C1=C2C(=CN(C1=O)C1=CC=C(C=C1)F)CCO2 N-(3-fluoro-4-{[7-(3-{[(3-hydroxycyclohexyl)methyl]amino}propoxy)-6-methoxyquinolin-4-yl]oxy}phenyl)-5-(4-fluorophenyl)-6-oxo-2,3,5,6-tetrahydrofuro[3,2-c]pyridine-7-carboxamide